CS(=O)(=O)[O-].[NH4+] ammonium methansulfonate